tert-butyl N-[[1-[5-[[(1-cyanocyclopropanecarbonyl)amino]methyl]-2-methylsulfanyl-pyrimidin-4-yl]pyrrolidin-3-yl]methyl]carbamate C(#N)C1(CC1)C(=O)NCC=1C(=NC(=NC1)SC)N1CC(CC1)CNC(OC(C)(C)C)=O